C[C@@H]1CC[C@H]([C@@H](C1)O)C(C)C (1R,2S,5R)-5-Methyl-2-(propan-2-yl)cyclohexan-1-ol